BrC=1C=C(N2C=NC=CC21)Br 5,7-dibromopyrrolo[1,2-c]pyrimidine